CC=1C(=NOC1C)C1=C(C(=CC=C1)C1=CC=CC=C1)S(=O)(=O)N (4,5-dimethylisoxazol-3-yl)-[1,1'-biphenyl]-2-sulfonamide